C1(CC1)C=1N(C=CN1)C 2-cyclopropyl-1-methyl-imidazole